1-phenyl-4-phenyl-1H-1,2,3-triazole C1(=CC=CC=C1)N1N=NC(=C1)C1=CC=CC=C1